(R)-2-(4-(5-((2-(3-(methoxymethyl)-4-(1,3,5-triazin-2-yl)piperazin-1-yl)pyrimidin-5-yl)ethynyl)pyrimidin-2-yl)-1H-pyrazol-1-yl)ethyl 4-methylbenzenesulfonate CC1=CC=C(C=C1)S(=O)(=O)OCCN1N=CC(=C1)C1=NC=C(C=N1)C#CC=1C=NC(=NC1)N1C[C@@H](N(CC1)C1=NC=NC=N1)COC